N1(CCC1)C1=CC2=C(C=C(O2)C(=O)NS(=O)(=O)C2=C(C=CC=C2)C(N(C)CC)=O)C(=C1)F 6-(Azetidin-1-yl)-N-{2-[ethyl(methyl)carbamoyl]benzene-1-sulfonyl}-4-fluoro-1-benzofuran-2-carboxamide